4-(3,8-diazabicyclo[3.2.1]oct-3-yl)-7-(8-chloronaphthalen-1-yl)-2-((hexahydro-1H-pyrrolizin-7a-yl)methoxy)-5,6,7,8-tetrahydropyrido[3,4-d]pyrimidine C12CN(CC(CC1)N2)C=2C1=C(N=C(N2)OCC23CCCN3CCC2)CN(CC1)C1=CC=CC2=CC=CC(=C12)Cl